C(C1=CC=CC=C1)SC[C@@H](C=C)O[Si](C1=CC=CC=C1)(C1=CC=CC=C1)C(C)(C)C (R)-((1-(BENZYLTHIO)BUT-3-EN-2-YL)OXY)(TERT-BUTYL)DIPHENYLSILANE